(E)-2-(morpholine-4-carbonyl)-3-(5-(1-phenyl-1,6-dihydroimidazo[4,5-d]pyrrolo[2,3-b]pyridin-2-yl)furan-2-yl)acrylonitrile N1(CCOCC1)C(=O)\C(\C#N)=C\C=1OC(=CC1)C1=NC=2C(=C3C(=NC2)NC=C3)N1C1=CC=CC=C1